CC=1SC2=C(N1)C=CC(=C2)CO (2-Methylbenzo[d]thiazol-6-yl)methanol